tetra-tert-butyl-zinc methyl-(4-methoxybenzyl)glycinate CN(CC(=O)O)CC1=CC=C(C=C1)OC.C(C)(C)(C)[Zn](C(C)(C)C)(C(C)(C)C)C(C)(C)C